8-hydroxy-1,3,6-naphthalenetrisulfonic acid OC=1C=C(C=C2C=C(C=C(C12)S(=O)(=O)O)S(=O)(=O)O)S(=O)(=O)O